7-amino-4-morpholinobenzo[c][1,2,5]oxadiazole-5-carboxylic acid methyl ester COC(=O)C1=C(C=2C(=NON2)C(=C1)N)N1CCOCC1